C1(CC1)C1=NC=CC(=C1)C1=NOC(=C1)C(C)N1C(C2=CC=CC=C2C1=O)=O 2-[1-[3-(2-cyclopropyl-4-pyridinyl)isoxazol-5-yl]ethyl]isoindoline-1,3-dione